(S)-2-((4-((6-((4-chloro-2-fluorophenoxy)methyl)pyridine-2-yl)oxy)piperidin-1-yl)methyl)-4-fluoro-1-(oxetan-2-ylmethyl)-1H-benzo[d]imidazole-6-carboxylic acid ClC1=CC(=C(OCC2=CC=CC(=N2)OC2CCN(CC2)CC2=NC3=C(N2C[C@H]2OCC2)C=C(C=C3F)C(=O)O)C=C1)F